(S)-2-((2,2-dimethyl-3-oxo-2,3-dihydrobenzofuran-6-yl)amino)-4-((2-hydroxy-1-phenylethyl)amino)pyrimidine-5-carbonitrile CC1(OC2=C(C1=O)C=CC(=C2)NC2=NC=C(C(=N2)N[C@H](CO)C2=CC=CC=C2)C#N)C